FC(C=1C=C(C=C(C1)C(F)(F)F)C=1C(=C(C=CC1)B(O)O)C1=CC=CC=C1)(F)F 3,5-bis(trifluoromethyl)phenylphenylphenylboronic acid